5-(Tributylstannyl)hex-5-enenitrile C(CCC)[Sn](C(CCCC#N)=C)(CCCC)CCCC